COC1=CC=C(C=C1)/C=C/C(=O)N[C@H](CO)CC1=CC=CC=C1 (S,E)-3-(4-methoxyphenyl)-N-(1-hydroxy-3-phenylpropan-2-yl)acrylamide